6-(difluoromethoxy)-2-methyl-2H-indazol-5-amine FC(OC=1C(=CC2=CN(N=C2C1)C)N)F